3-(4-isobutylphenyl)propenenitrile C(C(C)C)C1=CC=C(C=C1)C=CC#N